1-(2-methoxyethyl)-4-hydroxypiperidine COCCN1CCC(CC1)O